ClC1=CC(=C(C=C1)C1=CC(=NC(=C1)C1CC1)C=1OC2=C(N1)C=C(C=C2)CNCC2(CCC2)O)C2=NN=CN2C 1-({[(2-{4-[4-chloro-2-(4-methyl-1,2,4-triazol-3-yl)phenyl]-6-cyclopropylpyridin-2-yl}-1,3-benzoxazol-5-yl)methyl]Amino}methyl)cyclobutan-1-ol